4-[3-(3,4-dihydro-1H-isoquinolin-2-yl)-2-hydroxy-propyl]-2,3-dihydro-1,4-benzoxazepin-5-one C1N(CCC2=CC=CC=C12)CC(CN1CCOC2=C(C1=O)C=CC=C2)O